C(N)(=N)C=1C=C(SC1)CNC(=O)[C@H]1N(CCC1)C(CNC(CCCN(C)C)=O)=O (2S)-N-[(4-carbamimidoylthiophen-2-yl)methyl]-1-{2-[4-(dimethylamino)butanamido]acetyl}pyrrolidine-2-carboxamide